NCCCCC(C)CO 6-amino-2-hydroxymethyl-n-hexane